O1C(CCCC1)N1N=C(C=C1)C(F)(F)F (tetrahydro-2H-pyran-2-yl)-3-(trifluoromethyl)-1H-pyrazole